3-(Hydroxy(6-(2-methoxy-4-(trifluoromethyl)phenyl)-5-methylpyridazin-3-yl)methyl)azetidine-1-carboxylic acid tert-butyl ester C(C)(C)(C)OC(=O)N1CC(C1)C(C=1N=NC(=C(C1)C)C1=C(C=C(C=C1)C(F)(F)F)OC)O